tert-butyl (2R)-2-carbamoyl-4-(2,3-dichloro-6-methoxyphenyl)piperazine-1-carboxylate C(N)(=O)[C@@H]1N(CCN(C1)C1=C(C(=CC=C1OC)Cl)Cl)C(=O)OC(C)(C)C